N-(4-(2,5-difluorophenyl)-2-(4-hydroxycyclohexyl)pyridin-3-yl)-2-isopropylpyrimidine FC1=C(C=C(C=C1)F)C1=C(C(=NC=C1)C1CCC(CC1)O)N1C(N=CC=C1)C(C)C